dipropyl-diamino-biphenol C(CC)C=1C(=C(C(=C(C1O)C=1C(=CC=CC1)O)N)N)CCC